4-(4-(4-Fluorophenoxy)pyridin-3-yl)-6-methyl-1-tosyl-1H-pyrrolo[2,3-c]pyridin-7(6H)-one FC1=CC=C(OC2=C(C=NC=C2)C=2C3=C(C(N(C2)C)=O)N(C=C3)S(=O)(=O)C3=CC=C(C)C=C3)C=C1